(R)-2-(2-(3-fluoropiperidin-1-yl)pyrimidin-5-yl)-4-oxo-6,7-dihydrothiazolo[5,4-c]pyridine-5(4H)-carboxylic acid tert-butyl ester C(C)(C)(C)OC(=O)N1C(C2=C(CC1)N=C(S2)C=2C=NC(=NC2)N2C[C@@H](CCC2)F)=O